S(=O)(=O)([O-])CCO.[K+] potassium isethionate salt